CC(CC(CCCC)CCCC)C 5-(2-methylpropyl)nonane